FC1=CC=CC2=CC=C(C=C12)C=O 1-FLUORONAPHTHALENE-7-CARBOXALDEHYDE